N-(4-((2-(1,1-difluoroethyl)-6-methylpyrimidin-4-yl)amino)-5-((4-methyltetrahydro-2H-pyran-4-yl)methoxy)pyridin-2-yl)acetamide FC(C)(F)C1=NC(=CC(=N1)NC1=CC(=NC=C1OCC1(CCOCC1)C)NC(C)=O)C